3-[[4-chloro-5-methyl-6-[2-methyl-6-(tetrahydropyran-4-ylmethyl)phenyl]pyrimidin-2-yl]sulfamoyl]benzoic acid ClC1=NC(=NC(=C1C)C1=C(C=CC=C1CC1CCOCC1)C)NS(=O)(=O)C=1C=C(C(=O)O)C=CC1